2-((2-chloro-4-(trifluoromethyl)benzyl)oxy)-5-(4-(trifluoromethyl)-1H-pyrrol-2-yl)pyridin-4-ol ClC1=C(COC2=NC=C(C(=C2)O)C=2NC=C(C2)C(F)(F)F)C=CC(=C1)C(F)(F)F